(Z)-1-(3-(((4,4-bis(octyloxy)butanoyl)oxy)methyl)-5-(((((1-ethylpiperidin-3-yl)methoxy)carbonyl)oxy)methyl)benzyl) 7-(non-3-en-1-yl) heptanedioate C(CCCCCC(=O)OCCC=CCCCCC)(=O)OCC1=CC(=CC(=C1)COC(=O)OCC1CN(CCC1)CC)COC(CCC(OCCCCCCCC)OCCCCCCCC)=O